(3-(4-(2-methylphenyl)phenoxy)-4-nitrophenyl)ethan-1-ol CC1=C(C=CC=C1)C1=CC=C(OC=2C=C(C=CC2[N+](=O)[O-])C(C)O)C=C1